4-(naphthalene-2-oxy)valeric acid C1=C(C=CC2=CC=CC=C12)OC(CCC(=O)O)C